NC1=NN2C(C=C(C=C2)C=2C(=C(C(=O)NCC(C(=O)C3=CC=C(C=C3)F)(F)F)C(=CC2)Cl)F)=N1 3-(2-amino-[1,2,4]triazolo[1,5-a]pyridin-7-yl)-6-chloro-N-(2,2-difluoro-3-(4-fluorophenyl)-3-oxopropyl)-2-fluorobenzamide